(2R,4R)-4-hydroxyproline O[C@@H]1C[C@@H](NC1)C(=O)O